naphtho[2,3-b]thiophen-2-yl-boronic acid S1C2=C(C=C1B(O)O)C=C1C=CC=CC1=C2